FC=1C=C2CN(C(NC2=CC1)=O)CC(=O)OC(C)(C)C tert-Butyl 2-(6-fluoro-2-oxo-1,4-dihydroquinazolin-3-yl)acetate